C(#N)C1=CC=CC(=N1)C(=O)NC=1C=C2C(=NNC2=CC1)C1=COC=C1 6-cyano-N-(3-(furan-3-yl)-1H-indazol-5-yl)picolinamide